[Pb].C(C)N ethylamine lead